BrC=1C=NC=C(C1)C1=CC=NC=C1 3-bromo-5-(4-pyridinyl)pyridine